(5-chloro-1,2,3,4-tetrahydroquinolin-1-yl)[(2s,3r)-3-hydroxytetrahydro-1H-pyrrol-2-yl]methanone ClC1=C2CCCN(C2=CC=C1)C(=O)[C@H]1NCC[C@H]1O